CC1(OB(OC1(C)C)C1=C(SC=C1)C=O)C 3-(4,4,5,5-tetramethyl-1,3,2-dioxaborolan-2-yl)thiophene-2-carbaldehyde